FC(C1=CC=C(C=N1)C=1C=C2C(=CC=NC2=CC1)C(=O)O)(F)F 6-(6-(trifluoromethyl)pyridin-3-yl)quinoline-4-carboxylic acid